1-chloro-3-(2,6-dichloro-4-((4-(2-hydroxy-3-morpholinopropoxy)phenyl)sulfonyl)phenoxy)propan-2-ol ClCC(COC1=C(C=C(C=C1Cl)S(=O)(=O)C1=CC=C(C=C1)OCC(CN1CCOCC1)O)Cl)O